(R)-3-(5-(4-((1-(4-((1S,2S)-2-Cyclobutyl-6-hydroxy-1,2,3,4-tetrahydronaphthalen-1-yl)phenyl)piperidin-4-yl)methyl)piperazin-1-yl)-1-oxoisoindolin-2-yl)piperidine-2,6-dione C1(CCC1)[C@H]1[C@H](C2=CC=C(C=C2CC1)O)C1=CC=C(C=C1)N1CCC(CC1)CN1CCN(CC1)C=1C=C2CN(C(C2=CC1)=O)[C@H]1C(NC(CC1)=O)=O